2-(2,6-dioxopiperidin-3-yl)-4-fluoro-5-((4-(2-fluoro-5-((4-oxo-3,4-dihydrophthalazine-1-yl)methyl)benzoyl)piperazin-1-yl)methyl)isoindoline-1,3-dione O=C1NC(CCC1N1C(C2=CC=C(C(=C2C1=O)F)CN1CCN(CC1)C(C1=C(C=CC(=C1)CC1=NNC(C2=CC=CC=C12)=O)F)=O)=O)=O